ClC=1C(=NC(=NC1)NC=1C=NN(C1)C)OC=1C=C(C=CC1F)NC(C=C)=O N-(3-((5-chloro-2-((1-methyl-1H-pyrazol-4-yl)amino)pyrimidin-4-yl)oxy)-4-fluorophenyl)acrylamide